FCCN1C=C(C(C=C1C)=O)C(=O)N 1-(2-fluoroethyl)-6-methyl-4-oxopyridine-3-carboxamide